tert-butyl (R)-4-acetyl-2-methylpiperazine-1-carboxylate C(C)(=O)N1C[C@H](N(CC1)C(=O)OC(C)(C)C)C